diisopropyl 2,6-naphthalenedicarboxylate C1=C(C=CC2=CC(=CC=C12)C(=O)OC(C)C)C(=O)OC(C)C